C(C)(C)(C)ONC1=NC(=NC(=N1)Cl)NC1=CC(=NC=C1)C(F)(F)F (tert-butoxyamino)-6-chloro-N-(2-(trifluoromethyl)pyridin-4-yl)-1,3,5-triazine-2-Amine